tetraphenylporphyrin cobalt(II) [Co+2].C1(=CC=CC=C1)C1=C2C=CC(C(=C3C=CC(=C(C=4C=CC(=C(C5=CC=C1N5)C5=CC=CC=C5)N4)C4=CC=CC=C4)N3)C3=CC=CC=C3)=N2